[Si](C)(C)(C(C)(C)C)OC1N(CCC(C1)N)C1=NC=C(C=N1)C1CC1 (tert-Butyldimethylsilanyloxy)-1-(5-cyclopropylpyrimidin-2-yl)piperidin-4-amine